N-(2-methylbenzo[d]oxazol-5-yl)-3-((2-methylindolin-1-yl)sulfonyl)benzamide CC=1OC2=C(N1)C=C(C=C2)NC(C2=CC(=CC=C2)S(=O)(=O)N2C(CC1=CC=CC=C21)C)=O